O1CCN(CC1)S(=O)(=O)C1=NC2=CC=C(C=C2C(=C1)O)C(F)(F)F morpholinosulfonyl-6-(trifluoromethyl)quinolin-4-ol